5-bromo-4-chloro-3-iodo-1-tosyl-1H-pyrrolo[2,3-b]Pyridine BrC=1C(=C2C(=NC1)N(C=C2I)S(=O)(=O)C2=CC=C(C)C=C2)Cl